CN(C1(CCC2(CN(C(N2)=O)C=2C=NC(=NC2)C2=CC=NC=C2)CC1)C1=CC=CC=C1)C Cis-8-dimethylamino-8-phenyl-3-(2-pyridin-4-yl-pyrimidin-5-yl)-1,3-diazaspiro[4.5]decan-2-one